(1-amino-7-(1-cyclopropylvinyl)-4b-hydroxy-10-oxo-4b,10-dihydro-9bH-indeno[1,2-b]Benzofuran-9b-yl)carbamic acid tert-butyl ester C(C)(C)(C)OC(NC12C(OC3=C1C=CC(=C3)C(=C)C3CC3)(C3=CC=CC(=C3C2=O)N)O)=O